2-tert-butyl-8-(4-hydroxypiperidin-1-yl)-6-(4-methoxybenzyl)pyrido[2,3-e][1,2,4]triazolo[1,5-c]pyrimidin-5(6H)-one C(C)(C)(C)C1=NN2C(N(C3=C(C2=N1)N=CC(=C3)N3CCC(CC3)O)CC3=CC=C(C=C3)OC)=O